4-(4-fluoro-3-((3-fluoro-4-methylphenyl)amino)-1H-pyrazol-5-yl)phenol FC=1C(=NNC1C1=CC=C(C=C1)O)NC1=CC(=C(C=C1)C)F